3-(5,8-Dichloro-6,7-dimethoxy-1,2,3,4-tetrahydroisoquinoline-2-carbonyl)piperidine-1-carboxylic acid tert-butyl ester C(C)(C)(C)OC(=O)N1CC(CCC1)C(=O)N1CC2=C(C(=C(C(=C2CC1)Cl)OC)OC)Cl